O1COC2=C1C=CC(=C2)CC(C)C 3-(1,3-benzodioxol-5-yl)-2-methylpropane